4-amino-N-cyclopropyl-N-((5-ethynylpyridin-2-yl)methyl)-7-methyl-1,3-dihydrofuro[3,4-c]quinoline-8-carboxamide NC1=NC=2C=C(C(=CC2C2=C1COC2)C(=O)N(CC2=NC=C(C=C2)C#C)C2CC2)C